N-(3-cyanophenyl)-2-(4-(3-fluoro-5-methoxy-4-((4-trityl-4H-1,2,4-triazol-3-yl)methoxy)phenyl)-3-methyl-2-oxo-6-(trifluoromethyl)-2,3-dihydro-1H-benzo[d]imidazol-1-yl)acetamide C(#N)C=1C=C(C=CC1)NC(CN1C(N(C2=C1C=C(C=C2C2=CC(=C(C(=C2)OC)OCC2=NN=CN2C(C2=CC=CC=C2)(C2=CC=CC=C2)C2=CC=CC=C2)F)C(F)(F)F)C)=O)=O